((1R,3R,5S,7r)-3,5-dimethyladamantan-1-yl)carbamic acid methyl ester COC(NC12C[C@]3(C[C@](CC(C1)C3)(C2)C)C)=O